ON1[C@@H]2CC[C@H](N(C1=O)C2)C(NS(=O)(=O)C2=NC=C(C=C2)C(F)(F)F)=N (2S,5R)-6-hydroxy-7-oxo-N-((5-(trifluoromethyl)pyridin-2-yl)sulfonyl)-1,6-diazabicyclo[3.2.1]octane-2-carboximidamide